[Cl-].C(=O)(O)C1C(CCC2=CC=C(C=C12)OC1=C(C=CC=C1)C1=CC=C(C=C1)C(F)(F)F)[NH3+] Carboxy-7-((4'-trifluoromethyl-[1,1'-biphenyl]-2-yl)oxy)-1,2,3,4-tetrahydronaphthalene-2-aminium chloride